F\C(\C(=O)OCC)=C/C1=C(N=C(N1C[C@H]1OCC1)C=O)C ethyl (S,Z)-2-fluoro-3-(2-formyl-4-methyl-1-(oxetan-2-ylmethyl)-1H-imidazol-5-yl)acrylate